C(#N)C=1C=CC(=NC1)CCN[C@H](C(=O)NC1=NC=C(C=C1)C=1C=NN(C1)C)C1=CC=CC=C1 |r| (S)- and (R)-2-((2-(5-cyanopyridin-2-yl)ethyl)amino)-N-(5-(1-methyl-1H-pyrazol-4-yl)-pyridin-2-yl)-2-phenylacetamide